5-chloro-1'-[2-({7-oxo-8-[(cis)-3-hydroxy-3-(2H3)methylcyclobutyl]-5,6,7,8-tetrahydro-1,8-naphthyridin-3-yl}oxy)(1,1,2,2-2H4)ethyl]-1,2-dihydrospiro[indole-3,4'-piperidin]-2-one ClC=1C=C2C(=CC1)NC(C21CCN(CC1)C(C([2H])([2H])OC=1C=NC=2N(C(CCC2C1)=O)C1CC(C1)(C([2H])([2H])[2H])O)([2H])[2H])=O